1-(2-((4-(4-((4-((3-(methylsulfonyl)benzyl)amino)-5-(trifluoromethyl)pyrimidin-2-yl)amino)phenyl)piperazin-1-yl)methyl)phenyl)dihydropyrimidine-2,4(1H,3H)-dione CS(=O)(=O)C=1C=C(CNC2=NC(=NC=C2C(F)(F)F)NC2=CC=C(C=C2)N2CCN(CC2)CC2=C(C=CC=C2)N2C(NC(CC2)=O)=O)C=CC1